C(C)(=O)N1[C@@H](CN(C[C@H]1C)C(C=C)=O)C1=CC(=NC(=C1)Cl)C1=CC(=NC=N1)C(=O)NC 6-(4-((2R,6R)-1-acetyl-4-acryloyl-6-methylpiperazin-2-yl)-6-chloropyridin-2-yl)-N-methylpyrimidine-4-carboxamide